(rac)-(6-(3-cyclopropyl-2-methylphenoxy)-2-azaspiro[3.4]oct-2-yl)((1s,3s)-3-hydroxy-3-methylcyclobutyl)methanone C1(CC1)C=1C(=C(O[C@H]2CC3(CN(C3)C(=O)C3CC(C3)(C)O)CC2)C=CC1)C |r|